4-hydroxy-N-(4-methylcycloheptyl)-1-(2-morpholinoethyl)-2-oxo-1,2-dihydro-1,8-naphthyridine-3-carboxamide OC1=C(C(N(C2=NC=CC=C12)CCN1CCOCC1)=O)C(=O)NC1CCC(CCC1)C